N-[(3R,4S)-3-fluoro-1-methyl-5-methyl-4-piperidyl]-6-[3-(5-fluoro-2-methoxy-4-morpholinocarbonylphenylamino)-1-propynyl]-1-(2,2,2-trifluoroethyl)-1H-benzo[d]imidazole-4-carboxamide F[C@@H]1CN(CC([C@@H]1NC(=O)C1=CC(=CC=2N(C=NC21)CC(F)(F)F)C#CCNC2=C(C=C(C(=C2)F)C(=O)N2CCOCC2)OC)C)C